CC1(N(CCC1CCNC1=NC(=CC=C1)S(N)(=O)=O)C(=O)OC(C)(C)C)C tert-Butyl 2,2-dimethyl-3-[2-[(6-sulfamoyl-2-pyridyl)amino]ethyl]pyrrolidine-1-carboxylate